BrC=1C=C(C=CC1N1C=NC=C1)N(CCCC1CCN(CC1)CC(=O)OC(C)(C)C)C1=C(C=CC(=C1)C=1C(=NOC1C)C)C t-Butyl 2-(4-(3-((3-Bromo-4-(1H-imidazol-1-yl)phenyl)(5-(3,5-dimethylisoxazol-4-yl)-2-methylphenyl)amino)propyl)piperidin-1-yl)acetate